(1R,2S,3R,5S)-3-(4-(methylamino)-7H-pyrrolo[2,3-d]pyrimidin-7-yl)-5-((3-((phenethylamino)methyl)cyclobutyl)methyl)cyclopentane-1,2-diol CNC=1C2=C(N=CN1)N(C=C2)[C@H]2[C@@H]([C@@H]([C@H](C2)CC2CC(C2)CNCCC2=CC=CC=C2)O)O